4-Chloro-2-((4-((2-(dimethylamino)ethyl)(methyl)amino)-2-methoxy-5-nitrophenyl)amino)Pyrimidine ClC1=NC(=NC=C1)NC1=C(C=C(C(=C1)[N+](=O)[O-])N(C)CCN(C)C)OC